Pyridine-3,5-dicarboxylic acid N1=CC(=CC(=C1)C(=O)O)C(=O)O